4-bromophenyl-methoxy-valyl-phosphoryl chloride BrC1=CC=C(C=C1)N([C@@H](C(C)C)C(=O)P(=O)(Cl)Cl)OC